(2-dimethylaminoethyl)-1-[4-[4-[[2-methyl-5-[(1S,2S,3S,4R,5S)-2,3,4-trihydroxy-1-methyl-6,8-dioxabicyclo[3.2.1]octan-5-yl]phenyl]methyl]phenoxy]butanamido]cyclohexanecarboxamide CN(CCC1C(CCCC1)(C(=O)N)NC(CCCOC1=CC=C(C=C1)CC1=C(C=CC(=C1)[C@]12[C@@H]([C@H]([C@@H]([C@](CO1)(O2)C)O)O)O)C)=O)C